[Si](C)(C)(C(C)(C)C)OC[C@H]1N(C=C(C1)C1=CC=C(C=C1)OC)C(=O)C1=C(C=C(C(=C1)OC)O[Si](C(C)C)(C(C)C)C(C)C)[N+](=O)[O-] [(2S)-2-({[tert-Butyl(dimethyl)silyl]oxy}methyl)-4-(4-methoxyphenyl)-2,3-dihydro-1H-pyrrol-1-yl](5-methoxy-2-nitro-4-{[tri(propan-2-yl)silyl]oxy}phenyl)methanone